5-((4'-(3-(Difluoromethylene)cyclobutyl)-2-oxo-2H-[1,2'-bipyridyl]-3-yl)amino)-N-((1R,2R)-2-methoxycyclobutyl)-7-(methylamino)pyrazolo[1,5-a]pyrimidine-3-carboxamide FC(=C1CC(C1)C1=CC(=NC=C1)N1C(C(=CC=C1)NC1=NC=2N(C(=C1)NC)N=CC2C(=O)N[C@H]2[C@@H](CC2)OC)=O)F